C(N)(=O)C1=C(C(=CC(=C1)Cl)C)NC(=O)C=1N(N=C(C1)CN1N=C(N=N1)C1=CC=C(C=C1)OC)C1=NC=CC=C1Cl N-(2-carbamoyl-4-chloro-6-methyl-phenyl)-2-(3-chloro-2-pyridyl)-5-[[5-(4-methoxyphenyl)tetrazol-2-yl]methyl]pyrazole-3-carboxamide